O[C@@H]1[C@H]2[C@@H]3CC[C@H]([C@@H](CCCC(C)C)C)[C@]3(CC[C@@H]2[C@]2(CC[C@@H](CC2=C1)O)C)C 7BETA-HYDROXYCHOLESTEROL